NC=1C=C(C2=C(C=CC=C2C1)C#C)C(=O)N1CC=2N=C(N=C(C2C1)N1[C@@H](CCCCC1)C)OCC1(CC1)CN(C)C (R)-(3-amino-8-ethynyl-naphthalen-1-yl)(2-((1-((dimethyl-amino)methyl)cyclopropyl)methoxy)-4-(2-methylazepan-1-yl)-5,7-dihydro-6H-pyrrolo[3,4-d]pyrimidin-6-yl)methanone